3-{[2-(4-Chlorophenyl)imidazo[1,2-a]pyridin-3-yl]-methyl}-3,8-diazabicyclo[3.2.1]octan-Dihydrochlorid Cl.Cl.ClC1=CC=C(C=C1)C=1N=C2N(C=CC=C2)C1CN1CC2CCC(C1)N2